N-((5-(4-(4-(2-chloro-5-fluorophenoxy)piperidin-1-yl)phenyl)-1,3,4-thiadiazol-2-yl)methyl)isobutyramide ClC1=C(OC2CCN(CC2)C2=CC=C(C=C2)C2=NN=C(S2)CNC(C(C)C)=O)C=C(C=C1)F